C1(CCCCC1)[C@@H]1N(C2=C(OC1)N=CC(=C2)CC2=CC=C(C=C2)F)C(=O)OC(C)(C)C tert-butyl (S)-2-cyclohexyl-7-(4-fluorobenzyl)-2,3-dihydro-1H-pyrido[2,3-b][1,4]oxazine-1-carboxylate